CP(=O)(C)C1=C(C=CC(=C1)C(F)(F)F)NC(C(C)(C)N1N=CC(=C1)C#CC1CN(C1)C=1C=C2C(N(C(C2=CC1)=O)C1C(NC(CC1)=O)=O)=O)=O N-(2-(dimethylphosphoryl)-4-(trifluoromethyl)phenyl)-2-(4-((1-(2-(2,6-dioxopiperidin-3-yl)-1,3-dioxoisoindolin-5-yl)azetidin-3-yl)ethynyl)-1H-pyrazol-1-yl)-2-methylpropanamide